4-(1,5-dimethylpyrazol-4-yl)-3,4-dihydro-1H-isoquinolin CN1N=CC(=C1C)C1CNCC2=CC=CC=C12